(2S,4R)-1-[(2S)-3,3-dimethyl-2-[4-[6-(trifluoromethyl)-3-pyridyl]triazol-1-yl]butanoyl]-4-hydroxy-N-methyl-pyrrolidine-2-carboxamide CC([C@@H](C(=O)N1[C@@H](C[C@H](C1)O)C(=O)NC)N1N=NC(=C1)C=1C=NC(=CC1)C(F)(F)F)(C)C